potassium (4-t-butylphenyl)trifluoroborate C(C)(C)(C)C1=CC=C(C=C1)[B-](F)(F)F.[K+]